FC=1C=C(C=C(C1)C(F)(F)F)[C@H]1NOCC1 (S)-3-(3-fluoro-5-(trifluoromethyl)phenyl)isoxazolidine